mellitic trianhydride C12=C(C3=C(C4=C1C(=O)OC4=O)C(=O)OC3=O)C(=O)OC2=O